5-bromo-3-(3-nitro-1H-pyrrol-1-yl)pyrazin-2-amine BrC=1N=C(C(=NC1)N)N1C=C(C=C1)[N+](=O)[O-]